NC(C(C1=CN=NC2=CC=CC=C12)NC(=O)[C@@H]1[C@H]2C([C@H]2CN1C([C@H](C(C)(C)C)NC(C(F)(F)F)=O)=O)(C)C)=O (1R,2S,5S)-N-(2-amino-1-cinnolin-4-yl-2-oxo-ethyl)-3-[(2S)-3,3-dimethyl-2-[(2,2,2-trifluoroacetyl)amino]butanoyl]-6,6-dimethyl-3-azabicyclo[3.1.0]hexane-2-carboxamide